(2S,3R,4R)-1-Acetyl-2-cyclopropyl-3-methyl-4-((3-methylpyridin-2-yl)amino)-1,2,3,4-tetrahydroquinoline-6-carbonitrile C(C)(=O)N1[C@H]([C@@H]([C@H](C2=CC(=CC=C12)C#N)NC1=NC=CC=C1C)C)C1CC1